6-(4-isopropylphenyl)-3-methyl-2-hex-anol C(C)(C)C1=CC=C(C=C1)CCCC(C(C)O)C